N-[(3-chloro-4-fluorophenyl)-(4-methyl-5-methylsulfonyl-1H-imidazol-2-yl)methyl]-6-methyl-5-(trifluoromethyl)pyridin-2-amine ClC=1C=C(C=CC1F)C(NC1=NC(=C(C=C1)C(F)(F)F)C)C=1NC(=C(N1)C)S(=O)(=O)C